COC=1C=C2C(=NC(=NC2=CC1)C)SCC(=O)C1=CC=C(S1)CNC(=O)[C@@H]1N(CCC1)C (R)-N-((5-(2-((6-methoxy-2-methylquinazolin-4-yl)thio)acetyl)thiophen-2-yl)methyl)-1-methylpyrrolidine-2-carboxamide